O1CCCC12CC[N]CC2 1-oxa-8λ2-azaspiro[4.5]decane